molybdenum Tin ((6-(difluoromethoxy)-2-(4''-((3-(dimethylamino)pyrrolidin-1-yl)methyl)-2,2'-dimethyl-[1,1':3',1''-terphenyl]-3-yl)benzo[d]oxazol-5-yl)methyl)-L-proline FC(OC1=CC2=C(N=C(O2)C=2C(=C(C=CC2)C2=C(C(=CC=C2)C2=CC=C(C=C2)CN2CC(CC2)N(C)C)C)C)C=C1CN1[C@@H](CCC1)C(=O)O)F.[Sn].[Mo]